1-ethyl-2-oxo-N-(2-(tetrahydro-2H-pyran-4-yl)ethyl)-1,2-dihydrobenzo[cd]indole-6-sulfonamide C(C)N1C(C2=C3C(C(=CC=C13)S(=O)(=O)NCCC1CCOCC1)=CC=C2)=O